(2S)-2-amino-N-methoxy-N-methyl-3-[(3S)-2-oxopyrrolidin-3-yl]propanamide N[C@H](C(=O)N(C)OC)C[C@H]1C(NCC1)=O